3-ethyl-2-ethyliminopentane-3-ol C(C)C(C(C)=NCC)(CC)O